3-PHENYL-BENZOFURAN-2-ON C1(=CC=CC=C1)C1C(OC2=C1C=CC=C2)=O